tert-butyl (2-carbamothioyl-6-((1-methyl-1H-1,2,4-triazol-3-yl) methoxy) pyrimidin-4-yl)(4,4-difluorocyclohexyl)carbamate C(N)(=S)C1=NC(=CC(=N1)N(C(OC(C)(C)C)=O)C1CCC(CC1)(F)F)OCC1=NN(C=N1)C